IC=1C=NN(C1)C(C(=O)NC1=C(C=C(C=C1)C(F)(F)F)N1N=CC=CC1=O)(C)C 2-(4-iodo-1H-pyrazol-1-yl)-2-methyl-N-(2-(6-oxopyridazin-1(6H)-yl)-4-(Trifluoromethyl)phenyl)propanamide